N-(3-(N-(tert-butyl)sulfamoyl)phenyl)-3-fluoroisonicotinamide C(C)(C)(C)NS(=O)(=O)C=1C=C(C=CC1)NC(C1=C(C=NC=C1)F)=O